(S)-2-amino-3-(4-(2-oxo-1,2,3,4-tetrahydroquinolin-6-yl)phenyl)propanoic acid N[C@H](C(=O)O)CC1=CC=C(C=C1)C=1C=C2CCC(NC2=CC1)=O